IC1=CC=C(C=C1)C#C 1-iodo-4-ethynylbenzene